BrC1=NN=C(S1)OC1CN(CC1)C(=O)OCC1=CC=CC=C1 benzyl 3-((5-bromo-1,3,4-thiadiazol-2-yl)oxy)pyrrolidine-1-carboxylate